7-bromo-N2,N4-dimethyl-quinazoline-2,4-diamine BrC1=CC=C2C(=NC(=NC2=C1)NC)NC